C1(=CC=CC=C1)[C@@H](C)NC1CCCC=2C3=CC=CC=C3NC12 N-((R)-1-phenylethyl)-2,3,4,9-tetrahydro-1H-carbazol-1-amine